BrC1=NN(C(=N1)C(=O)N1C[C@@]2(CCC1)C1=C(NC(O2)=O)C=CC(=C1F)Cl)COCC[Si](C)(C)C (R)-1'-(3-Bromo-1-((2-(trimethylsilyl)ethoxy)methyl)-1H-1,2,4-triazole-5-carbonyl)-6-chloro-5-fluorospiro[benzo[d][1,3]oxazine-4,3'-piperidin]-2(1H)-one